Rhodium bis(ethyl acetate) C(C)CC(=O)[O-].C(C)CC(=O)[O-].[Rh+2]